C(C)(C)(C)OC(N[C@@H](COCC1=NC(=C(C=C1)OC)N)C)=O (R)-(1-((6-amino-5-methoxypyridin-2-yl)methoxy)propan-2-yl)carbamic acid tert-butyl ester